FC=1C=C(C=CC1)S(=O)(=O)N1C[C@@H](CCC1)C(=O)O (R)-1-((3-fluorophenyl)sulfonyl)piperidine-3-carboxylic acid